7-chloro-N-(3-((1s,3s)-3-(cyanomethyl)-1-(4-methyl-4H-1,2,4-triazol-3-yl)cyclobutyl)phenyl)-3-methyl-1-((2-(trimethylsilyl)ethoxy)methyl)-1H-pyrrolo[3,2-b]pyridine-5-carboxamide ClC1=C2C(=NC(=C1)C(=O)NC1=CC(=CC=C1)C1(CC(C1)CC#N)C1=NN=CN1C)C(=CN2COCC[Si](C)(C)C)C